β-aminoethylaminomethylphenethyltrimethoxysilane NCCNCCO[Si](OC)(OC)CCC1=CC=CC=C1